BrCCCCOC1=CC=C(C=C1)OC 1-(4-bromobutoxy)-4-methoxybenzene